2-chloro-5-(3-chloro-1-methyl-1H-pyrazol-4-yl)-N-(2,4-dimethoxybenzyl)pyrimidin-4-amine ClC1=NC=C(C(=N1)NCC1=C(C=C(C=C1)OC)OC)C=1C(=NN(C1)C)Cl